C(C)(C)(C)OC(=O)N\C(=N/C(=O)OC(C)(C)C)\NC1=CC=C(C(=O)OC=2C=3N(C(=CC2)CC(=O)NC(C(=O)OC(C)(C)C)CC(=O)OC(C)(C)C)C=CN3)C=C1 1,4-di-tert-butyl 2-{2-[8-(4-{[(1Z)-{[(tert-butoxy)carbonyl]amino} ({[(tert-butoxy)carbonyl]imino})methyl]amino}benzoyloxy)imidazo[1,2-a]pyridin-5-yl]acetamido}butanedioate